CC1(C=CC=C1)[Gd](C1(C=CC=C1)C)C1(C=CC=C1)C tris(methylcyclopentadienyl)gadolinium (III)